2-[4-[[7-cyclopentyl-6-(dimethylcarbamoyl)pyrrolo[2,3-d]-pyrimidin-2-yl]amino]phenyl]ethyl 4-methylbenzenesulfonate CC1=CC=C(C=C1)S(=O)(=O)OCCC1=CC=C(C=C1)NC=1N=CC2=C(N1)N(C(=C2)C(N(C)C)=O)C2CCCC2